CN1C2=C(C=3C=CC(=CC13)C=1C=CC(=NC1)OC1CC(C1)C=O)C=NC=C2 3-((5-(5-methyl-5H-pyrido[4,3-b]indol-7-yl)pyridin-2-yl)oxy)cyclobutaneformaldehyde